tert-butyl N-[(3R)-5-benzyl-7-[2-(5,5-difluoro-3-piperidyl)tetrazol-5-yl]-8-fluoro-1,1,4-trioxo-2,3-dihydro-1λ6,5-benzothiazepin-3-yl]carbamate C(C1=CC=CC=C1)N1C([C@H](CS(C2=C1C=C(C(=C2)F)C=2N=NN(N2)C2CNCC(C2)(F)F)(=O)=O)NC(OC(C)(C)C)=O)=O